C(C1=CC=CC=C1)N1[C@H]2CC(C[C@@H]1CC2)NC(=O)C2=CC=C1C=CN(C1=C2)C2=CC=C(C=C2)C(F)(F)F N-((1R,3s,5S)-8-benzyl-8-azabicyclo[3.2.1]octan-3-yl)-1-(4-(trifluoromethyl)phenyl)-1H-indole-6-carboxamide